C(C)(C)(C)C=1C=C(CN2C(N(C(N(C2=O)CC2=CC(=C(C(=C2)C(C)(C)C)O)C(C)(C)C)=O)CC2=CC(=C(C(=C2)C(C)(C)C)O)C(C)(C)C)=O)C=C(C1O)C(C)(C)C 1,3,5-tris(3,5-di(tert-butyl)-4-hydroxybenzyl)-1,3,5-triazine-2,4,6(1H,3H,5H)trione